4-(((6-Chloro-2-(trifluoromethyl)quinolin-4-yl)amino)methyl)-4-phenylcyclohexane-1-carbaldehyde ClC=1C=C2C(=CC(=NC2=CC1)C(F)(F)F)NCC1(CCC(CC1)C=O)C1=CC=CC=C1